[2H]C1=C(C(=C2C(=NC(=C(C2=C1[2H])[2H])[2H])[2H])[2H])[2H] isoquinoline-D7